2-(4-aminopyrazol-1-yl)-N-methyl-N-[4-(4-methylphenoxy)phenyl]acetamide NC=1C=NN(C1)CC(=O)N(C1=CC=C(C=C1)OC1=CC=C(C=C1)C)C